2-(chloromethyl)-5-phenyl-1,3,4-thiadiazole ClCC=1SC(=NN1)C1=CC=CC=C1